N-[(1R,2R)-1-(2,3-dihydro-1,4-benzodioxin-6-yl)-1-hydroxy-3-pyrrolidin-1-ylpropan-2-yl]octanamide O1CCOC2=C1C=CC(=C2)[C@H]([C@@H](CN2CCCC2)NC(CCCCCCC)=O)O